(1R,2S)-2-{3-[(2,3-dihydropyrazolo[5,1-b][1,3]oxazol-7-yl)amino]-1H-indazol-6-yl}-5'-methoxyspiro[cyclopropan-1,3'-indol]-2'(1'H)-one O1C=2N(CC1)N=CC2NC2=NNC1=CC(=CC=C21)[C@@H]2C[C@@]21C(NC2=CC=C(C=C12)OC)=O